2-piperidin-1-yl-ethanesulfonic acid {3-[5-amino-6-(2-chloro-3,6-difluoro-benzyloxy)-pyrazin-2-yl]-phenyl}-amide NC=1N=CC(=NC1OCC1=C(C(=CC=C1F)F)Cl)C=1C=C(C=CC1)NS(=O)(=O)CCN1CCCCC1